FC=1C=C2C(=CC(=NC2=CC1)C1=CC=C(C=C1)NC(C)=O)C=O N-(4-(6-fluoro-4-formylquinolin-2-yl)phenyl)acetamide